S(N)(OC[C@H]1OC(O[C@@H]1CC1=C(C=CC=C1)Cl)(C)C)(=O)=O ((4R,5R)-5-(2-chlorobenzyl)-2,2-dimethyl-1,3-dioxolan-4-yl)methyl sulfamate